FC1(CN(CC1)C1CCC(CC1)NC(=O)C1=NC(=NS1)C1=CN=CN1C)F N-((1r,4r)-4-(3,3-difluoropyrrolidin-1-yl)cyclohexyl)-3-(1-methyl-1H-imidazol-5-yl)-1,2,4-thiadiazole-5-carboxamide